CC1=CC=C(CNC=2C(=NC=C(N2)C#N)C(=O)N)C=C1 3-(4-methylbenzylamino)-5-cyanopyrazine-2-carboxamide